CO\C=C(\C(=O)OC)/OC1=C(C=CC(=C1)N1N=C(C=C1)C#CC)C methyl (Z)-3-methoxy-2-[2-methyl-5-(3-prop-1-ynylpyrazol-1-yl)phenoxy]prop-2-enoate